1-(4-(((6-(3-(2-(4-(((1-acetylpiperidin-4-yl)amino)methyl)-3-methoxyphenyl)-3-chloropyridin-4-yl)-2-chlorophenyl)-2-methoxypyridin-3-yl)methyl)amino)piperidin-1-yl)ethan-1-one C(C)(=O)N1CCC(CC1)NCC1=C(C=C(C=C1)C1=NC=CC(=C1Cl)C=1C(=C(C=CC1)C1=CC=C(C(=N1)OC)CNC1CCN(CC1)C(C)=O)Cl)OC